(R)-(+)-3-methylhexadecanoic Acid C[C@@H](CC(=O)O)CCCCCCCCCCCCC